[Pd+2].ClC1=C(C=2C(C3=CC=CC(=C3OC2C(=C1)P(C1=CC=CC=C1)C1=CC=CC=C1)P(C1=CC=CC=C1)C1=CC=CC=C1)(C)C)Cl dichloro[9,9-dimethyl-4,5-bis(diphenylphosphino)xanthene] palladium (II)